(R)-6-cyclopropyl-4-((1-(3-(difluoromethyl)-2-fluorophenyl)ethyl)amino)-8-methoxy-2-methyl-2,6-dihydropyrido[3,4-d]pyridazin-1,7-dione C1(CC1)N1C=C2C(=NN(C(C2=C(C1=O)OC)=O)C)N[C@H](C)C1=C(C(=CC=C1)C(F)F)F